C(C)C=1NC(=C(N1)C(=O)O)C(=O)O 2-ethyl-4,5-imidazoledicarboxylic acid